2-[[5-(2-Chlorophenyl)-1-[(2-chlorophenyl)methyl]pyrazol-3-yl]methoxy]-2-methyl-propanoic acid ClC1=C(C=CC=C1)C1=CC(=NN1CC1=C(C=CC=C1)Cl)COC(C(=O)O)(C)C